S1C(=CC=C1)C(=O)NC=1C=C2C(=CNC2=CC1)C1CCN(CC1)CCCCC 5-(2-thienoyl)amino-3-(1-pentylpiperidin-4-yl)-1H-indole